C(#N)C1=C(N(N=C1C)C1=CC=CC=C1)COC=1C=NC=CC1 3-[(4-cyano-5-methyl-2-phenyl-pyrazol-3-yl)methoxy]pyridine